Methyl pyrazole-4-carboxylate N1N=CC(=C1)C(=O)OC